1-(2,3-Dihydrobenzo[b][1,4]dioxin-6-yl)-3-(3,4-Dihydroquinolin-1(2H)-yl)propan-1-one O1C2=C(OCC1)C=C(C=C2)C(CCN2CCCC1=CC=CC=C21)=O